SCC(C)OC 3-mercapto-2-methoxypropan